C(CCCCCCC)C1C(NSC1)=O octylisothiazolin-3-one